5-aminomethyl-5-cyclopropylimidazoline-2,4-dione hydrochloride Cl.NCC1(C(NC(N1)=O)=O)C1CC1